1-(2-(3-amino-5-vinylphenoxy)ethyl)piperidin-4-ol NC=1C=C(OCCN2CCC(CC2)O)C=C(C1)C=C